COC(CC1=C(C=CC=C1)OP(=O)(OCC1=CC=CC=C1)OCC1=CC=CC=C1)=O (2-{[bis(phenylmethyloxy)phosphoryl]oxy}phenyl)acetic acid methyl ester